FC(C=1C=C(CN2C=C(C3=C(C=CC=C23)F)/C=C(/C(=O)[O-])\C#N)C=C(C1)C(F)(F)F)(F)F (E)-3-(1-(3,5-bis(trifluoromethyl) benzyl)-4-fluoro-1H-indol-3-yl)-2-cyanoacrylate